BrC1=C2CN(C(C2=CC(=C1)Cl)=O)C1C(NC(CC1)=O)=O 3-(4-bromo-6-chloro-1-oxoisoindolin-2-yl)piperidine-2,6-dione